C1=CN=C(N=C1)[N-]S(=O)(=O)C2=CC=C(C=C2)N.[Ag+] The molecule is a silver salt, a sulfonamidate and a member of pyrimidines. It has a role as an antimicrobial agent and an antibacterial drug. It contains a sulfadiazinate.